tert-butyl 4-(5-((3-(difluoromethoxy)pyridin-2-yl)methyl)-6-oxo-5,6-dihydropyrido[2,3-b]pyrazin-7-yl)piperidine-1-carboxylate FC(OC=1C(=NC=CC1)CN1C(C(=CC=2C1=NC=CN2)C2CCN(CC2)C(=O)OC(C)(C)C)=O)F